CC(=O)OC1=CC=C(C=C1)C(=O)OC The molecule is a benzoate ester that is methyl benzoate substituted by an acetoxy group at position 4. It is a benzoate ester and a member of phenyl acetates.